1,2-Dimyristoyl-sn-glycero-3-phosphat C(CCCCCCCCCCCCC)(=O)OC[C@@H](OC(CCCCCCCCCCCCC)=O)COP(=O)(O)O